tert-butyl (1S,5R)-7-[methyl-[6-[7-pyrazol-1-yl-1-(2-trimethylsilyl ethoxymethyl)indazol-4-yl]-1,2,4-triazin-3-yl] amino]-3-oxa-9-azabicyclo[3.3.1]nonane-9-carboxylate CN(C1C[C@@H]2COC[C@H](C1)N2C(=O)OC(C)(C)C)C=2N=NC(=CN2)C2=C1C=NN(C1=C(C=C2)N2N=CC=C2)COCC[Si](C)(C)C